C(C)(C)(C)OC(=O)N1[C@](CCC1)(C(=O)O)C (R)-1-(tert-butoxycarbonyl)-2-methylpyrrolidine-2-carboxylic acid